FC(C[C@@H](C(=O)NC1=NC=CC(=C1)C1=C(C=2C(N(C=C(C2N1)CC(F)(F)F)C)=O)C1=CC=C(C=C1)F)C1=CC=C(C=C1)F)F (2R)-4,4-Difluoro-2-(4-fluorophenyl)-N-{4-[3-(4-fluorophenyl)-5-methyl-4-oxo-7-(2,2,2-trifluoroethyl)-4,5-dihydro-1H-pyrrolo[3,2-c]pyridin-2-yl]pyridin-2-yl}butanamid